(1s,3s)-3-(4-(4-(1-(pentan-3-yl)-1H-pyrazol-4-yl)pyrazolo[1,5-a]pyrazin-6-yl)-1H-pyrazol-1-yl)cyclobutanecarboxamide CCC(CC)N1N=CC(=C1)C=1C=2N(C=C(N1)C=1C=NN(C1)C1CC(C1)C(=O)N)N=CC2